4-[(2,6-dimethylphenyl)amino]-2-[(6-methoxy-2-methyl-1,2,3,4-tetrahydroisoquinolin-7-yl)amino]pyrimidine-5-carboxamide CC1=C(C(=CC=C1)C)NC1=NC(=NC=C1C(=O)N)NC1=C(C=C2CCN(CC2=C1)C)OC